[Zn+2].C(CNC([S-])=S)NC([S-])=S ethane-1,2-diylbis(dithiocarbamic acid) zinc salt